C1(CC1)CCN(C1=C2CN(C(C2=CC=C1)=O)C1C(NC(CC1)=O)=O)C1CCC(CC1)NC12CC(C1)(C2)C(F)(F)F 3-(4-((2-cyclopropylethyl)((1s,4s)-4-((3-(trifluoro-methyl)bicyclo[1.1.1]pentan-1-yl)amino)cyclohexyl)amino)-1-oxoisoindolin-2-yl)piperidine-2,6-dione